6-[6-[1-[2-(aminomethyl)-3,3-difluoro-allyl]-5-oxo-1,2,4-triazol-4-yl]-5-fluoro-3-pyridinyl]-8-methyl-3,4-dihydro-1H-quinolin-2-one NCC(CN1N=CN(C1=O)C1=C(C=C(C=N1)C=1C=C2CCC(NC2=C(C1)C)=O)F)=C(F)F